Cl.N[C@H](C(=O)N)C[C@H]1C(NCCO1)=O (S)-2-amino-3-((S)-3-oxomorpholin-2-yl)propionamide hydrochloride